CC1=C(C(=O)N)C=C(C=C1)C1CCNCC1 2-methyl-5-(4-piperidinyl)benzamide